OCC1CCN(CCO1)C(=O)OCC1=CC=CC=C1 benzyl 7-(hydroxymethyl)-1,4-oxazepane-4-carboxylate